1,5-dibromo-n-pentane BrCCCCCBr